FC=1C=C(C=CC1)[C@@H]([C@@H]1N(C2(CC1C2)C)C(=O)OC(C)(C)C)O tert-butyl (R)-3-((S)-(3-fluorophenyl)-(hydroxy)methyl)-1-methyl-2-azabicyclo[2.1.1]hexane-2-carboxylate